arginine-nonyl ester C(CCCCCCCC)OC([C@@H](N)CCCNC(N)=N)=O